(R)-1-(methylsulfonyl)piperidin-3-amine CS(=O)(=O)N1C[C@@H](CCC1)N